1-(m-tolyl)ethane-1-one C1(=CC(=CC=C1)C(C)=O)C